vinylmethoxysilane C(=C)CO[SiH3]